diaminopropionic acid-N-palmityl-N-oleoyl-amide tri-hydrochloride Cl.Cl.Cl.C(CCCCCCCCCCCCCCC)N(C(C(C)(N)N)=O)C(CCCCCCC\C=C/CCCCCCCC)=O